2,6-dinitro-N-propyl-4-(trifluoromethyl)benzenamine [N+](=O)([O-])C1=C(C(=CC(=C1)C(F)(F)F)[N+](=O)[O-])NCCC